C(C)C(C(=O)[O-])SCCCCCC.C(C)C(C(=O)[O-])SCCCCCC.C(CCC)[Sn+2]CCCC dibutyltin bis(ethylhexylmercaptoacetate)